OCC1CCN(CC1)C(=O)N1CCN2C=C(C3=CC(=CC(=C23)C1)C#N)C=1C(NC(C1C1=CN=C2N1C=CC=C2)=O)=O 2-(4-(hydroxymethyl)piperidine-1-carbonyl)-7-(4-(imidazo[1,2-a]pyridin-3-yl)-2,5-dioxo-2,5-dihydro-1H-pyrrol-3-yl)-1,2,3,4-tetrahydro-[1,4]diazepino[6,7,1-hi]indole-9-carbonitrile